tetrapalmityl-ascorbate C(CCCCCCCCCCCCCCC)C([C@@]([C@@]1(C(=C(C(=O)O1)O)[O-])CCCCCCCCCCCCCCCC)(O)CCCCCCCCCCCCCCCC)(O)CCCCCCCCCCCCCCCC